BrC1=CC=CC(=N1)NC(C(C)(C)C)=O N-(6-bromo-2-pyridyl)-2,2-dimethyl-propanamide